2-oxoindolin-1-yl-piperidine-2,6-dione O=C1N(C2=CC=CC=C2C1)N1C(CCCC1=O)=O